CC(C(=O)C1=CC=CC=C1)O The molecule is an alpha-oxyketone that consists of propiophenone bearing an alpha-hydroxy substituent. It is an aromatic ketone and a secondary alpha-hydroxy ketone. It derives from a propiophenone.